methyl 3-amino-6-chloro-2-methylisonicotinate NC1=C(C(=O)OC)C=C(N=C1C)Cl